FC1(CC(C1)C(=O)N1CCNCC1)F 4-(3,3-difluorocyclobutan-1-carbonyl)piperazin